(1-(3,5-difluorophenyl)-1H-indol-5-yl)acrylamide FC=1C=C(C=C(C1)F)N1C=CC2=CC(=CC=C12)C(C(=O)N)=C